2-{[(1S)-1-(4-chlorophenyl)ethyl]amino}-8-(cyclopropylmethyl)pyrido[2,3-d]pyrimidin-7(8H)-one ClC1=CC=C(C=C1)[C@H](C)NC=1N=CC2=C(N1)N(C(C=C2)=O)CC2CC2